(1-(4-(azetidin-1-ylmethyl)-2-(trifluoromethyl)phenyl)-1H-imidazol-4-yl)-N-(1-(methylsulfonyl)piperidin-4-yl)-5-(trifluoromethyl)pyrimidin-2-amine N1(CCC1)CC1=CC(=C(C=C1)N1C=NC(=C1)C1=NC(=NC=C1C(F)(F)F)NC1CCN(CC1)S(=O)(=O)C)C(F)(F)F